ClC1=NC=2C(CCCC2C=C1C#N)OC=1C=C2C(=NN(C2=CC1)C(=O)OC(C)(C)C)I tert-Butyl 5-((2-chloro-3-cyano-5,6,7,8-tetrahydroquinolin-8-yl)oxy)-3-iodo-1H-indazole-1-carboxylate